ClC=1C=C(C=NC1N1N=CC=N1)NC(=O)[C@H]1CC(C2=C1C=NC=1N2N=C(C1F)F)(C)C (S)-N-(5-chloro-6-(2H-1,2,3-triazol-2-yl)pyridin-3-yl)-2,3-difluoro-8,8-dimethyl-7,8-dihydro-6H-cyclopenta[e]pyrazolo[1,5-a]pyrimidine-6-carboxamide